1-(1-benzyl-8-fluoro-2-oxo-3,4-dihydroquinolin-6-yl)-3-tert-butylurea C(C1=CC=CC=C1)N1C(CCC2=CC(=CC(=C12)F)NC(=O)NC(C)(C)C)=O